FC(OC1=CC=C(C=C1)C=1N=C(C(=NC1)C(=O)O)C)F 5-(4-(difluoromethoxy)-phenyl)-3-methylpyrazine-2-carboxylic acid